9-ethyl-2-(3-(1-methyl-1H-pyrazol-3-yl)phenyl)-9H-purin-6-ol C(C)N1C2=NC(=NC(=C2N=C1)O)C1=CC(=CC=C1)C1=NN(C=C1)C